CC1=NC=CC(=C1NCC1=CC(=C(C(=C1)O)N1CCNS1)F)C 5-(4-(((2,4-dimethylpyridin-3-yl)amino)methyl)-2-fluoro-6-hydroxyphenyl)-1,2,5-thiadiazolidin